2-Methyl-oxazole-4-carbaldehyde CC=1OC=C(N1)C=O